(2-aminoethyl)-3-oxo-2,3-dihydro-1H-isoindole-5-carboxylic acid ethyl ester dihydrochloride Cl.Cl.C(C)OC(=O)C=1C=C2C(NC(C2=CC1)CCN)=O